ClC=1C=C(C=CC1C#N)N1C[C@@H](N(C[C@H]1C)C(=O)OC(C)(C)C)C tert-Butyl (2S,5R)-4-(3-chloro-4-cyanophenyl)-2,5-dimethylpiperazine-1-carboxylate